(S)-4-((1-(4-chloro-1-oxo-2-phenyl-8-(2-(trifluoromethyl)pyrimidin-5-yl)-1,2-dihydroisoquinolin-3-yl)ethyl)amino)pyrido[2,3-d]pyrimidin-5(8H)-one ClC1=C(N(C(C2=C(C=CC=C12)C=1C=NC(=NC1)C(F)(F)F)=O)C1=CC=CC=C1)[C@H](C)NC=1C2=C(N=CN1)NC=CC2=O